(S)-4-(3-(Ethyl(methyl)amino)-3-(3-(trifluoromethyl)-phenethyl)-piperidin-1-yl)-2,6-difluoro-N-(pyrimidin-4-yl)benzenesulfonamide C(C)N([C@@]1(CN(CCC1)C1=CC(=C(C(=C1)F)S(=O)(=O)NC1=NC=NC=C1)F)CCC1=CC(=CC=C1)C(F)(F)F)C